(1S,2R)-2-fluorocyclopropan-1-amine HCl Cl.F[C@H]1[C@H](C1)N